ClC1=CC=C(S1)CNC1=CC(=NN1C(C1=C(C=CC=C1)OC)=O)C1(C(NCC1)=O)C 3-(5-{[(5-chlorothiophen-2-yl)methyl]amino}-1-(2-methoxybenzoyl)-1H-pyrazol-3-yl)-3-methylpyrrolidin-2-one